COC=1C=C2C(=NC(=NC2=CC1OC)C)NC(C)C=1OC2=C(C1)C=CC=C2OC 6,7-dimethoxy-N-[1-(7-methoxy-1-benzofuran-2-yl)ethyl]-2-methylquinazolin-4-amine